6-(3-Chloro-4-methylphenyl)-N-[(1S)-1-(4-fluorophenyl)-2-hydroxy-2-methylpropyl]-3-methyl-4-oxo-4,5-dihydropyrazolo[1,5-a]pyrazine-2-carboxamide ClC=1C=C(C=CC1C)C=1NC(C=2N(C1)N=C(C2C)C(=O)N[C@H](C(C)(C)O)C2=CC=C(C=C2)F)=O